{2-[5-(1-{[(2,4-dimethylphenyl)(6-methyl-pyridin-2-yl)methyl]carbamoyl}cyclopropyl)-1H-indol-3-yl]ethoxy}phosphonic acid CC1=C(C=CC(=C1)C)C(C1=NC(=CC=C1)C)NC(=O)C1(CC1)C=1C=C2C(=CNC2=CC1)CCOP(O)(O)=O